C1(=CC=CC=C1)C1(C(C1)C(=O)OCCl)C1=CC=CC=C1 chloromethyl 2,2-diphenylcyclopropanecarboxylate